BrC1=CC(=C(C(=C1)F)[C@H]1N([C@@H](CC2=C3C(=CC=C12)NN(C3)C3OCCCC3)C)CC3(CC3)F)F (6S,8R)-6-(4-bromo-2,6-difluorophenyl)-7-((1-fluorocyclopropyl)methyl)-8-methyl-2-(tetrahydro-2H-pyran-2-yl)-6,7,8,9-tetrahydro-3H-pyrazolo[4,3-f]isoquinoline